FC1=C(N(N=C1)C)C=1C=C(C=CC1OC)NC(=S)NC1=CC=C(C=C1)C(F)(F)F 1-[3-(4-Fluoro-2-methyl-2H-pyrazol-3-yl)-4-methoxy-phenyl]3-(4-trifluoromethyl-phenyl)-thiourea